(2-amino-4-(benzyloxy)-5-methoxyphenyl)(2-(((tert-butyldimethylsilyl)oxy)methyl)-4-(pyrimidin-5-yl)-3,6-dihydropyridin-1(2H)-yl)methanone NC1=C(C=C(C(=C1)OCC1=CC=CC=C1)OC)C(=O)N1C(CC(=CC1)C=1C=NC=NC1)CO[Si](C)(C)C(C)(C)C